Rac-(5aR,6S,7R,8R,8aS)-5a-(4-bromophenyl)-3-chloro-8,8a-dihydroxy-1-methoxy-N,N-dimethyl-6-phenyl-5a,7,8,8a-tetrahydro-6H-cyclopenta[4,5]furo[3,2-c]pyridine-7-carboxamide BrC1=CC=C(C=C1)[C@]12[C@](C=3C(=NC(=CC3O1)Cl)OC)([C@@H]([C@@H]([C@H]2C2=CC=CC=C2)C(=O)N(C)C)O)O |r|